FC(C=1C=NC(=NC1)N1NN(C2=C1C=CC=C2)[N+](=O)[O-])(F)F 3-(5-(trifluoromethyl)pyrimidin-2-yl)-1-nitrobenzotriazole